Dibutylazelat C(CCC)OC(CCCCCCCC(=O)OCCCC)=O